NC1=NC2=CC=C(C=C2C=C1C)C(=O)N(CC1=NC=C(C=C1)C(F)(F)F)CC=1C=NC(=CC1)N 2-amino-N-((6-amino-3-pyridinyl)methyl)-3-methyl-N-((5-(trifluoromethyl)-2-pyridinyl)methyl)-6-quinolinecarboxamide